[4-(6-Amino-pyridazin-3-yl)-piperidin-1-yl]-(4-methoxy-5-phenyl-pyridin-2-yl)-methanone NC1=CC=C(N=N1)C1CCN(CC1)C(=O)C1=NC=C(C(=C1)OC)C1=CC=CC=C1